[Cl].C(CCCCC)N1CN(C=C1)C 1-hexyl-3-methylimidazole chlorine salt